FC=1C(=C(OC2=NC=C(C(=C2C=2NC3=CC=CC(=C3C(C2)=O)N2C(CCC2)=O)C)C(F)(F)F)C=CC1F)C 2-[2-(3,4-Difluoro-2-methyl-phenoxy)-4-methyl-5-(trifluoromethyl)-3-pyridinyl]-5-(2-oxopyrrolidin-1-yl)-1H-quinolin-4-one